ClC=1C=C2N(C=3C=CC(=CC3C(C2=CC1)(C)C)CN(C)C)C(=O)OC(C)(C)C tert-butyl 6-chloro-2-((dimethylamino)methyl)-9,9-dimethylacridine-10(9H)-carboxylate